C(C1=CC=CC=C1)NC1C(CCC1)OC=1C=C2CN(C(C2=CC1)=O)C1C(NC(CC1)=O)=O 3-(5-((2-(benzylamino)cyclopentyl)oxy)-1-oxoisoindolin-2-yl)piperidine-2,6-dione